tert-butyl (1-(1,3-dichloropropan-2-yl)pyrrolidin-3-yl)carbamate ClCC(CCl)N1CC(CC1)NC(OC(C)(C)C)=O